8-(2-naphthoxycarbonyl)-tetracyclo[4.4.0.12,5.17,10]-3-dodecene C1=C(C=CC2=CC=CC=C12)OC(=O)C1C2C3C4C=CC(C3C(C1)C2)C4